3-(4-tert-butylsulfanyl-2-chloro-phenyl)azetidine-1-carboxylic acid tert-butyl ester C(C)(C)(C)OC(=O)N1CC(C1)C1=C(C=C(C=C1)SC(C)(C)C)Cl